4-mercaptobutylmethyldiethoxysilane SCCCC[Si](OCC)(OCC)C